[(1R,2S,4R)-4-{[5-({5-chloro-4-[(R)-(3-chlorophenyl)(methylamino)methyl]-2-thienyl}carbonyl)pyrimidin-4-yl]amino}-2-hydroxycyclopentyl]methyl sulfamate S(N)(OC[C@@H]1[C@H](C[C@@H](C1)NC1=NC=NC=C1C(=O)C=1SC(=C(C1)[C@H](NC)C1=CC(=CC=C1)Cl)Cl)O)(=O)=O